C(C=C)(=O)N1[C@H](CN(CC1)C1=NC(=NC=2C[C@H](CCC12)N1C(CC2=CC=CC=C12)C)OCCN1CCOCC1)CC#N 2-((2S)-1-Acryloyl-4-((7S)-7-(2-methylindolin-1-yl)-2-(2-morpholinoethoxy)-5,6,7,8-tetrahydroquinazolin-4-yl)piperazin-2-yl)acetonitrile